C(C)(C)(C)OC(=O)N1C[C@H]2C([C@H]2C1)C(=O)C1=NC=CC=C1 (1R,5S,6r)-6-(2-pyridylcarbonyl)-3-azabicyclo[3.1.0]Hexane-3-carboxylic acid tert-butyl ester